CS(=O)(=O)O[C@H](COCCOCCN1N=CC(=N1)C1=NN(C2=CC=C(C=C12)O[Si](C)(C)C(C)(C)C)C1OCCCC1)C [(1S)-2-[2-[2-[4-[5-[tert-butyl(dimethyl)silyl]oxy-1-tetrahydropyran-2-yl-indazol-3-yl]triazol-2-yl]ethoxy]ethoxy]-1-methyl-ethyl] methanesulfonate